FC=1C=C(C=CC1N1CCC(CCC1)N1CCCC1)C1(NNC(=N1)N)N 3-(3-fluoro-4-(4-pyrrolidin-1-yl-azepan-1-yl)phenyl)-1H-1,2,4-triazole-3,5-diamine